trimethyl-(2-((2-nitrophenoxy)methoxy)ethyl)silane trans-methyl-(Z)-2-(3-oxo-2-(pent-2-en-1-yl)cyclopentyl)acetate COC(C[C@H]1[C@@H](C(CC1)=O)C\C=C/CC)=O.C[Si](CCOCOC1=C(C=CC=C1)[N+](=O)[O-])(C)C